CC1(OCC(CO1)CN(C(=O)N1C=NC=C1)CCCCCC)C N-[(2,2-dimethyl-1,3-dioxan-5-yl)methyl]-N-hexylimidazole-1-carboxamide